N-(3-(3-(1-(4-amino-3-methyl-1H-pyrazolo[3,4-d]pyrimidin-1-yl)ethyl)-6-chloro-1H-Indazol-1-yl)phenyl)methanesulfonamide NC1=C2C(=NC=N1)N(N=C2C)C(C)C2=NN(C1=CC(=CC=C21)Cl)C=2C=C(C=CC2)NS(=O)(=O)C